ClC1=C(C(=NC(=N1)S(=O)(=O)C)NC1CCC(CC1)(F)F)F 6-chloro-N-(4,4-difluorocyclohexyl)-5-fluoro-2-(methylsulfonyl)pyrimidin-4-amine